FC1=CC(=C(C=N1)C(=O)O)C 6-fluoro-4-methyl-pyridine-3-carboxylic acid